BrC=1C=CC(=C(C1)NC1(CN(CC1)CCOC1=C(C=NN1C)C1=CC(=CN(C1=O)C)C(=O)OC)C)[N+](=O)[O-] methyl 5-[5-(2-{3-[(5-bromo-2-nitrophenyl) amino]-3-methylpyrrolidin-1-yl} ethoxy)-1-methylpyrazol-4-yl]-1-methyl-6-oxopyridine-3-carboxylate